C1(CC1)N1N=CC(=C1)[C@H]1O[C@H](CN(C1)C=1N=C(C2=C(N1)C(N(C(=N2)C(F)(F)F)C)=O)C2=CC=C(C#N)C=C2)C 4-(2-((2R,6S)-2-(1-cyclopropyl-1H-pyrazol-4-yl)-6-methylmorpholino)-7-methyl-8-oxo-6-(trifluoromethyl)-7,8-dihydropyrimido[5,4-d]pyrimidin-4-yl)benzonitrile